C(C)(C)(C)C=1C=C2C=C(CC2=C(C1OC)C1=CC(=CC(=C1)C(C)(C)C)C(C)(C)C)C 5-tert-butyl-7-(3,5-di-tert-butylphenyl)-6-methoxy-2-methyl-1H-indene